C(#N)C1=CC=CC(=N1)C(C)NC(=O)C1(CC1)C=1C(NC2=CC=C(C=C2C1C)F)=O N-[1-(6-cyanopyridin-2-yl)ethyl]-1-(6-fluoro-4-methyl-2-oxo-1H-quinolin-3-yl)cyclopropane-1-carboxamide